1-(4-(1-(4-bromophenyl)cyclopent-yl)thiazol-2-yl)-3-((2-(piperazin-1-yl)pyrimidin-5-yl)methyl)urea BrC1=CC=C(C=C1)C1(CCCC1)C=1N=C(SC1)NC(=O)NCC=1C=NC(=NC1)N1CCNCC1